tribromoaniline sulfate S(=O)(=O)(O)O.BrC1=C(N(Br)Br)C=CC=C1